C(CCCCCCCC)C1=CC=C(C=C1)OP(OC1=CC=C(C=C1)CCCCCCCCC)OC1=CC=C(C=C1)CCCCCCCCC tri(monononylphenyl)phosphite